C(C)OC=1C=C(C=CC1C=1NC(C2=C(N1)NN=N2)=O)C2=CC(=CC=C2)CC(=O)O 2-(3'-ethoxy-4'-(7-oxo-6,7-dihydro-3H-[1,2,3]triazolo[4,5-d]pyrimidin-5-yl)-[1,1'-biphenyl]-3-yl)acetic acid